C(C)C(C(=O)O)CCCC.C(CCC)C(CCCCCP)(CCCC)CCCC tributyl-hexylphosphine 2-ethylhexanoate